(Z)-4-[benzyl[2-(tritylamino)ethyl]amino]but-2-enoate C(C1=CC=CC=C1)N(C\C=C/C(=O)[O-])CCNC(C1=CC=CC=C1)(C1=CC=CC=C1)C1=CC=CC=C1